(2R,3R,4R,5R)-5-(6-benzamido-9H-purin-9-yl)-4-((tert-butyldimethylsilyl)oxy)-2-((2,2,2-trifluoroacetamido)methyl)tetrahydrofuran-3-yl (2-cyanoethyl) diisopropylphosphoramidite C(C)(C)N(P(O[C@@H]1[C@H](O[C@H]([C@@H]1O[Si](C)(C)C(C)(C)C)N1C2=NC=NC(=C2N=C1)NC(C1=CC=CC=C1)=O)CNC(C(F)(F)F)=O)OCCC#N)C(C)C